NC=1SC=C(N1)CC(=O)NC1=CC=C(C=C1)CCNC[C@@H](C1=CC=CC=C1)O 2-(2-aminothiazol-4-yl)-N-(4-(2-{[(2R)-2-hydroxy-2-phenylethyl]-amino}ethyl)phenyl)acetamide